4-hydroxy-3-[2-(2-methoxyethoxymethyl)-6-trifluoromethylpyridin-3-carbonyl]bicyclo[3.2.1]oct-3-en-2-one OC1=C(C(C2CCC1C2)=O)C(=O)C=2C(=NC(=CC2)C(F)(F)F)COCCOC